FC1=C(C(=CC(=C1)OC)F)[C@H]1[C@@H](C(NC1)=O)NC=1OC(=NN1)C1=CC=C(C=C1)N1N=CC=C1 (3S,4R)-4-(2,6-difluoro-4-methoxyphenyl)-3-({5-[4-(1H-pyrazol-1-yl)phenyl]-1,3,4-oxadiazol-2-yl}amino)pyrrolidin-2-one